ethyl 2-(1-bromoethyl)-5-methoxy-1-methyl-6-oxo-1,6-dihydropyrimidine-4-carboxylate BrC(C)C=1N(C(C(=C(N1)C(=O)OCC)OC)=O)C